(E)-2-(β-(3,4,5-trimethoxyphenyl)acryloyl)-2H-1,2-oxazin-3(6H)-one COC=1C=C(C=C(C1OC)OC)/C=C/C(=O)N1OCC=CC1=O